2-Amino-6-azaspiro[3.4]octane-6-carboxylate NC1CC2(C1)CN(CC2)C(=O)[O-]